1-[2-cyano-4-(trifluoromethyl)phenyl]-N-[(2S)-2-(dimethylamino)-3-hydroxypropyl]-4-{2'-ethoxy-[2,3'-bipyridin]-5-yl}piperidine-4-carboxamide C(#N)C1=C(C=CC(=C1)C(F)(F)F)N1CCC(CC1)(C(=O)NC[C@@H](CO)N(C)C)C=1C=CC(=NC1)C=1C(=NC=CC1)OCC